(5R)-2-[1-(2,2-difluoroethyl)-1H-pyrazole-4-carbonyl]-9,9-dimethyl-8-oxo-2-azaspiro[4.5]dec-6-ene-7-carbonitrile FC(CN1N=CC(=C1)C(=O)N1C[C@]2(CC1)C=C(C(C(C2)(C)C)=O)C#N)F